4-methyl-5-(4,4,5,5-tetramethyl-1,3,2-dioxaborolan-2-yl)pyrazolo[1,5-a]pyridine CC=1C=2N(C=CC1B1OC(C(O1)(C)C)(C)C)N=CC2